CN(C1=CC=C(OC)C=C1)C N,N-dimethyl-anisidine